3-(4-Bromo-2,5-dimethoxyphenyl)-1-(2-(tert-butyldimethylsilyloxy)benzyl)-azetidine BrC1=CC(=C(C=C1OC)C1CN(C1)CC1=C(C=CC=C1)O[Si](C)(C)C(C)(C)C)OC